spiro[cyclopropane-1,3'-pyrrolo[2,3-b]pyridin]-2'(1'H)-one N1C(C2(C=3C1=NC=CC3)CC2)=O